NC1=NN(N=C1)C1=C(C=C(C=N1)NC(=O)C=1C=NN(C1C(F)(F)F)C1=CC=CC2=C1N=CS2)Cl N-(6-(4-amino-2H-1,2,3-triazol-2-yl)-5-chloropyridin-3-yl)-1-(benzo[d]thiazol-4-yl)-5-(trifluoromethyl)-1H-pyrazole-4-carboxamide